oxalic acid, succinic acid salt C(CCC(=O)O)(=O)O.C(C(=O)O)(=O)O